(6-(7-((4-(4'-chloro-5'-oxo-5'H-spiro[cyclohexane-1,7'-indolo[1,2-a]quinazolin]-10'-yl)piperidin-1-yl)methyl)-2-azaspiro[3.5]nonan-2-yl)-1-methyl-1H-indazol-3-yl)piperidine-2,6-dione ClC=1C=2C(N=C3N(C2C=CC1)C1=CC(=CC=C1C31CCCCC1)C1CCN(CC1)CC1CCC3(CN(C3)C3=CC=C2C(=NN(C2=C3)C)N3C(CCCC3=O)=O)CC1)=O